4-(bromomethyl)-5-methyl-1,3-dioxol-2-one BrCC=1OC(OC1C)=O